COC1=C(C=CC(=C1)C1OCC(=CC1)C)O 2-methoxy-4-(5-methyl-3,6-dihydro-2H-pyran-2-yl)phenol